CNC1CN(CC1)C=1N=NC(=CN1)C1=C(C=C(C=C1)C1=NC=NS1)O 2-{3-[3-(methylamino)pyrrolidin-1-yl]-1,2,4-triazin-6-yl}-5-(1,2,4-thiadiazol-5-yl)phenol